C(=CCC)C1(C(=O)OCC1)C=C butenyl-α-vinyl-γ-butyrolactone